4-bromo-5-fluorobenzo[d]thiazol-2-amine BrC1=C(C=CC2=C1N=C(S2)N)F